N-(5-(3-amino-4-(7-fluoro-4,4-dimethyl-1-oxo-1,2,3,4-tetrahydroisoquinolin-6-yl)-1H-pyrazol-1-yl)-2-methylphenyl)but-2-ynamide NC1=NN(C=C1C=1C=C2C(CNC(C2=CC1F)=O)(C)C)C=1C=CC(=C(C1)NC(C#CC)=O)C